3-Chloro-4-(3-cyano-2-methylphenyl)benzoic acid ClC=1C=C(C(=O)O)C=CC1C1=C(C(=CC=C1)C#N)C